BrC[C@@H](O)C1=CC=C(C=C1)[N+](=O)[O-] (S)-2-bromo-1-(4-nitrophenyl)ethanol